(5-Chloro-1-methyl-1H-indol-2-yl)(4-isonicotinylpiperidin-1-yl)methanone ClC=1C=C2C=C(N(C2=CC1)C)C(=O)N1CCC(CC1)CC1=CC=NC=C1